tert-butyl 5-(3-(4-(tert-butoxy carbonyl)-2-oxopiperazin-1-yl)phenyl)-4-chloro-3-iodo-1H-pyrrolo[2,3-b]pyridine-1-carboxylate C(C)(C)(C)OC(=O)N1CC(N(CC1)C=1C=C(C=CC1)C=1C(=C2C(=NC1)N(C=C2I)C(=O)OC(C)(C)C)Cl)=O